C(C)(C)(C)OC(=O)N(C=1C=2N(N=C(C1)O[C@@H]1CN(CCC1)C(=O)OC(C)(C)C)C(=CN2)C(C)C)C2=CC(=CC=C2)F tert-butyl (S)-3-((8-((tert-butoxycarbonyl)(3-fluorophenyl)amino)-3-isopropylimidazo[1,2-b]pyridazin-6-yl)oxy)piperidine-1-carboxylate